OC(CO)C1CCNCC1 4-(1,2-dihydroxyethyl)piperidine